N-(1-ethylpiperidin-4-yl)-2-[1-(pyrimidin-5-yl)-1H-pyrazol-4-yl]-1,3-thiazole-4-carboxamide C(C)N1CCC(CC1)NC(=O)C=1N=C(SC1)C=1C=NN(C1)C=1C=NC=NC1